6-chloro-4-methoxy-5-nitropicolinic acid methyl ester COC(C1=NC(=C(C(=C1)OC)[N+](=O)[O-])Cl)=O